1'-methyl-1',2'-dihydrospiro[cyclopropane-1,3'-pyrido[2,3-b][1,4]oxazine]-7'-sulfonyl chloride CN1C2=C(OC3(C1)CC3)N=CC(=C2)S(=O)(=O)Cl